NC1=NC=CC(=C1Cl)OC1=C(C=C(C=C1)NC(=O)C1=CN(C=C(C1=O)C1=CC=C(C=C1)F)COP(=O)(O)O)F.N1C(=CN=C2C1=CC=N2)C2=CC=CC=1NN=NC12 pyrrolopyrazinyl-benzotriazole [3-[[4-(2-amino-3-chloropyridin-4-yl)oxy-3-fluorophenyl]carbamoyl]-5-(4-fluorophenyl)-4-oxopyridin-1-yl]methyl-dihydrogenphosphate